ClC=1C=C(C=CC1)C1=C(N=CC(=N1)CC=1C=NC=NC1)OC 5-{[6-(3-Chlorophenyl)-5-methoxypyrazin-2-yl]methyl}pyrimidine